O1CC(C1)N1N=CC=2C1=NC(=CN2)N2CCC1(CCN(C1)C1=CN=NC(=C1)C(F)(F)F)CC2 8-(1-(oxetan-3-yl)-1H-pyrazolo[3,4-b]pyrazin-6-yl)-2-(6-(trifluoromethyl)pyridazin-4-yl)-2,8-diazaspiro[4.5]decane